BrC=1C(=NN2C1C=CC(=C2)C(F)(F)F)C2=CC=C(C=C2)F 3-bromo-2-(4-fluorophenyl)-6-(trifluoromethyl)pyrazolo[1,5-a]pyridine